ClC=1C(=C(C=CC1)NC1=NC=NC2=CC(=C(C=C12)NC(C(=C)F)=O)C#CC1(CN(CC1)C)C)F N-(4-((3-chloro-2-fluorophenyl)amino)-7-((1,3-dimethylpyrrolidin-3-yl)ethynyl)quinazolin-6-yl)-2-fluoroacrylamide